OC(CCN1N=C2C=C(C(=CC2=C1)NC(=O)C=1N=C(SC1)C=1C=NC=CC1)C1=CC=NN1C1OCCCC1)(C)C N-(2-(3-hydroxy-3-methylbutyl)-6-(1-(tetrahydro-2H-pyran-2-yl)-1H-pyrazol-5-yl)-2H-indazol-5-yl)-2-(pyridin-3-yl)thiazole-4-carboxamide